COC=1C=C(CN(C=2SC=C(N2)CCN2CCOCC2)CC2=CC(=CC=C2)OC)C=CC1 N,N-bis(3-methoxybenzyl)-4-(2-morpholinoethyl)thiazol-2-amine